CN1CCCC=C1 1,2,3,4-tetrahydro-1-methylpyridine